cinnamoyl-tetrazine C(C=CC1=CC=CC=C1)(=O)C=1N=NN=NC1